CN1C(CCC1)COC=1N=C(C2=C(N1)CNCC2)C2N(CCNC2)C(=O)[O-] 2-[(1-methylpyrrolidin-2-yl)methoxyl-5,6,7,8-tetrahydropyrido[3,4-d]pyrimidin-4-yl]piperazine-1-carboxylate